ClC1=NC=C(C(=N1)NC=1C=C2C=C(C(N(C2=CC1)C)=O)OCC(=O)NC)Cl 2-({6-[(2,5-dichloropyrimidin-4-yl)amino]-1-methyl-2-oxoquinolin-3-yl}oxy)-N-methylacetamide